COC1=CC=C(CN2N=CC(=C(C2=O)C(F)(F)F)N2C(CCC2)COCCC(=O)OC)C=C1 Methyl 3-((1-(1-(4-methoxybenzyl)-6-oxo-5-(trifluoromethyl)-1,6-dihydropyridazin-4-yl)pyrrolidin-2-yl)methoxy)propanoate